O[C@@H]\1CN(CC/C1=C/C1=CC(=CC=C1)OC1=NC=C(C=C1)C(F)(F)F)C(=O)NC=1N=NC=CC1 (S,Z)-3-hydroxy-N-(pyridazin-3-yl)-4-(3-((5-(trifluoromethyl)pyridin-2-yl)oxy)benzylidene)piperidine-1-carboxamide